[Si](C)(C)(C(C)(C)C)OC(C)(C)C1=CC(=NC(=C1F)C1=CC=C(C=C1)F)C1(OCCCC1)CC1=C(N=NC2=C(C=C(C=C12)C(=O)N)OC)C ((2-(4-(2-((tert-butyldimethylsilyl)oxy)propan-2-yl)-5-fluoro-6-(4-fluorophenyl)pyridin-2-yl)-tetrahydro-2H-pyran-2-yl)methyl)-8-methoxy-3-methylcinnoline-6-carboxamide